tert-butyl (3'R)-2-[6-amino-5-(trifluoromethoxy)pyridin-3-yl]-6,7-dihydrospiro[pyrazolo[5,1-c][1,4]oxazine-4,3'-pyrrolidine]-1'-carboxylate NC1=C(C=C(C=N1)C1=NN2C(=C1)[C@@]1(CN(CC1)C(=O)OC(C)(C)C)OCC2)OC(F)(F)F